2-(6-oxo-3-phenyl-5,6-dihydropyridazin-1(4H)-yl)-3-phenylpropanoic acid O=C1CCC(=NN1C(C(=O)O)CC1=CC=CC=C1)C1=CC=CC=C1